C(CC(C)C)[Al](CCC(C)C)Cl Diisoamyl-aluminum chloride